OCC1=C(C=C(C=C1)O)O 4-(hydroxymethyl)benzene-1,3-diol